2-(4-phenoxyphenyl)-1,2,4-triphenylbutane-1,4-dione O(C1=CC=CC=C1)C1=CC=C(C=C1)C(C(=O)C1=CC=CC=C1)(CC(=O)C1=CC=CC=C1)C1=CC=CC=C1